piperidin-4-yl-(4-(5-(trifluoromethyl)pyrimidin-2-yl)piperazin-1-yl)methanone N1CCC(CC1)C(=O)N1CCN(CC1)C1=NC=C(C=N1)C(F)(F)F